7-(3-(6-(dimethylamino)pyridin-3-yl)-7,8-dihydro-1,6-naphthyridin-6(5H)-yl)-8,9-dimethyl-4H-pyrimido[1,2-b]pyridazin-4-one CN(C1=CC=C(C=N1)C=1C=NC=2CCN(CC2C1)C=1C(=C(C=2N(N1)C(C=CN2)=O)C)C)C